(2-(2,6-dioxopiperidin-3-yl)-7-fluoro-3-oxoisoindolin-5-yl)methyl(4-phenylpyridin-2-yl)carbamate O=C1NC(CCC1N1CC2=C(C=C(C=C2C1=O)OC(N(C1=NC=CC(=C1)C1=CC=CC=C1)C)=O)F)=O